Cyclooct-2-yn-1-yl(2-(benzylamino)ethyl)carbamate C1(C#CCCCCC1)OC(NCCNCC1=CC=CC=C1)=O